NC1=C(C(=NN1C(C)C)C1=CC=C(C=C1)C(C(=O)O)C)C(N)=O 2-[4-(5-amino-4-carbamoyl-1-isopropylpyrazol-3-yl)phenyl]propionic acid